(R)-1-((6-(4-fluorophenyl)-4-((1-(6-methylpyridazin-3-yl)ethyl)amino)quinazolin-8-yl)sulfonyl)piperidin-4-ol FC1=CC=C(C=C1)C=1C=C2C(=NC=NC2=C(C1)S(=O)(=O)N1CCC(CC1)O)N[C@H](C)C=1N=NC(=CC1)C